5-bromo-3,6-dichloro-salicylic acid BrC1=CC(=C(C(C(=O)O)=C1Cl)O)Cl